O=C1N(CCC1OC[C@H](C)NC([O-])=O)C1CCN(CC1)C1=NC=C(C=C1)S(F)(F)(F)(F)F ((2S)-1-((2-oxo-1-(1-(5-(Pentafluoro-λ6-sulfanyl)pyridin-2-yl)piperidin-4-yl)pyrrolidin-3-yl)oxy)prop-2-yl)carbamate